7-bromo-8-cyclopropyl-1H,2H,3H-pyrido[2,3-b][1,4]oxazine BrC1=C(C2=C(OCCN2)N=C1)C1CC1